ClC1=CC(=C(C=C1)[C@@]1(OC2=C(O1)C=CC=C2C2CCN(CC2)CC=2N(C(=C(N2)C2=CC=C(C=C2)F)I)C[C@H]2OCC2)C)F 4-((S)-2-(4-chloro-2-fluorophenyl)-2-methylbenzo[d][1,3]dioxol-4-yl)-1-((4-(4-fluorophenyl)-5-iodo-1-(((S)-oxetan-2-yl)methyl)-1H-imidazol-2-yl)methyl)Piperidine